The molecule is a 5alpha-pregnane-3beta,20alpha-diol disulfate anion obtained by deprotonation of both sulfo groups of 5alpha-pregnane-3beta,20alpha-diol disulfate. It is a conjugate base of a 5alpha-pregnane-3beta,20alpha-diol disulfate. C[C@@H]([C@H]1CC[C@@H]2[C@@]1(CC[C@H]3[C@H]2CC[C@@H]4[C@@]3(CC[C@@H](C4)OS(=O)(=O)[O-])C)C)OS(=O)(=O)[O-]